CC1=NC(=NC(=C1)C)SCC(CN1C(=NC=2N(C(NC(C12)=O)=O)C)N1CCC(CC1)C(=O)N)C 1-(7-{3-[(4,6-dimethylpyrimidin-2-yl)sulfanyl]-2-methylpropyl}-3-methyl-2,6-dioxo-2,3,6,7-tetrahydro-1H-purin-8-yl)piperidine-4-carboxamide